NC1=C2C(=NC=N1)N(N=C2C2=C(C=C(C=C2)OC2=CC=CC=C2)F)[C@H]2CN(CCC2)C(=O)C(C#N)=CC(C)(C)N2CCN(CC2)C(C)(C)C (R)-2-(3-(4-amino-3-(2-fluoro-4-phenoxyphenyl)-1H-pyrazolo[3,4-d]pyrimidin-1-yl)piperidine-1-carbonyl)-4-(4-(tert-butyl)piperazin-1-yl)-4-methylpent-2-enenitrile